(R)-7-(6-(1-cyclopropyl-1H-pyrazol-4-yl)-3,6-dihydro-2H-pyran-4-yl)-5-(2-fluoro-4-(trifluoromethyl)phenyl)-2-methylimidazo[1,2-c]pyrimidine C1(CC1)N1N=CC(=C1)[C@H]1C=C(CCO1)C1=CC=2N(C(=N1)C1=C(C=C(C=C1)C(F)(F)F)F)C=C(N2)C